C(C)OC(=O)C=1CN(CCC1OS(=O)(=O)C(F)(F)F)C(=O)OC(C)(C)C 4-(trifluoromethylsulfonyloxy)-5,6-dihydropyridine-1,3(2H)-dicarboxylic acid 1-tert-butyl 3-ethyl ester